C(C1=CC=CC=C1)C(C(=O)O)CNC(=O)OC(C)(C)C 2-benzyl-3-[(tert-butoxycarbonyl)amino]propanoic acid